CC1=CN=CC(=N1)[C@@H]1CCC2=NNC(N21)=O |r| (S and R)-5-(6-methylpyrazin-2-yl)-2,5,6,7-tetrahydro-3H-pyrrolo[2,1-c][1,2,4]triazol-3-one